C(C)(=O)NC(=O)C1CCN(CC1)C=1C2=C(N=C(N1)OC[C@]13CCCN3C[C@@H](C1)F)C(=C(N=C2)C2=CC(=CC1=CC=C(C(=C21)CC)F)O)F N-acetyl-1-(7-(8-ethyl-7-fluoro-3-hydroxynaphthalen-1-yl)-8-fluoro-2-(((2R,7aS)-2-fluorotetrahydro-1H-pyrrolizin-7a(5H)-yl)methoxy)pyrido[4,3-d]pyrimidin-4-yl)piperidine-4-carboxamide